tert-Butyl 2-(3-acetyl-7-methyl-5-(2-methylpyrimidin-5-yl)-1H-pyrrolo[2,3-c]pyridin-1-yl)acetate C(C)(=O)C1=CN(C2=C(N=C(C=C21)C=2C=NC(=NC2)C)C)CC(=O)OC(C)(C)C